C1(CC1)C1=NC=NC(=C1N1N=C(C2=C1CN(CC2)C2=NC=C(C=C2)C=2N(C=C(N2)C(F)(F)F)C)C)OC 1-(4-cyclopropyl-6-methoxypyrimidin-5-yl)-3-methyl-6-(5-(1-methyl-4-(trifluoromethyl)-1H-imidazol-2-yl)pyridin-2-yl)-4,5,6,7-tetrahydro-1H-pyrazolo[3,4-c]pyridine